5-bromo-1,3-dihydrobenzo[c]selenophen-2-oxide BrC1=CC2=C(C[Se](C2)=O)C=C1